OC1=C(C(=O)O)C(=CC(=C1)O)CCC1=CC=CC=C1 2,4-dihydroxy-6-phenylethylbenzoic acid